C(C(=C)C)(=O)OC(CC(C)(C)OOC(C)(C)CC)C 3-tert-pentylperoxy-1,3-dimethylbutyl methacrylate